(3-chloro-4-methoxyphenyl)-4-(2-oxo-4-{1H,4H,5H,6H-pyrrolo[3,4-c]pyrazol-5-yl}-2,3-dihydro-1H-1,3-benzodiazol-1-yl)piperidine-1-carboxamide ClC=1C=C(C=CC1OC)C1N(CCC(C1)N1C(NC2=C1C=CC=C2N2CC=1NN=CC1C2)=O)C(=O)N